C1(CC1)OC=1C=C(C=CC1F)N(C1CCC(CC1)N(C1=CC(N(C=2C=CC(=NC12)C#N)C)=O)C)CC1CC1 8-((4-((3-cyclopropoxy-4-fluorophenyl)(cyclopropylmethyl)amino)cyclohexyl)(methyl)amino)-5-methyl-6-oxo-5,6-dihydro-1,5-naphthyridine-2-carbonitrile